4-((2-bromo-3-fluorophenyl)(methyl)amino)-2,4-dioxobutanoic acid ethyl ester C(C)OC(C(CC(=O)N(C)C1=C(C(=CC=C1)F)Br)=O)=O